ClC1=NC=2N(C(=C1)N1CCC(CC1)(C)NC(C)=O)N=C(C2C2=CC=C(C=C2)Cl)C2=C(C=CC=C2)Cl N-[1-[5-chloro-2-(2-chlorophenyl)-3-(4-chlorophenyl)pyrazolo[1,5-a]pyrimidin-7-yl]-4-methyl-4-piperidyl]acetamide